ClC1=C(CSC2=C1C=C(C=C2)F)C=O 4-CHLORO-6-FLUORO-2H-1-BENZOTHIINE-3-CARBALDEHYDE